3-{2-fluoro-4-methoxy-5-[(3-methylquinolin-8-yl)methoxy]phenyl}-2,4-dioxo-1H-thieno[3,4-d]pyrimidine-5-carboxylic acid FC1=C(C=C(C(=C1)OC)OCC=1C=CC=C2C=C(C=NC12)C)N1C(NC=2C(C1=O)=C(SC2)C(=O)O)=O